C(C)OC1=CC=C(C=C1)C=1C=C2CCC([C@H](C2=CC1)NC(O[C@@H]1CN2CCC1CC2)=O)(C)C (S)-quinuclidin-3-yl ((R)-6-(4-ethoxyphenyl)-2,2-dimethyl-1,2,3,4-tetrahydronaphthalen-1-yl)carbamate